C(CCCCCNC(=NC(N)=NCC(CCCC)CC)N)NC(=NC(N)=NCC(CCCC)CC)N (1,6-hexanediyl)bis{2-[N'-(2-ethylhexyl)carbamimidoyl]Guanidine}